N-(4-cyano-2-fluorophenyl)-1H-benzo[g]indole-3-sulfonamide C(#N)C1=CC(=C(C=C1)NS(=O)(=O)C1=CNC2=C3C(=CC=C12)C=CC=C3)F